(7-Chloro-3-methyl-3H-imidazo[4,5-b]pyridin-5-yl)-((R)-1-cyclopropyl-ethyl)-amine ClC1=C2C(=NC(=C1)N[C@H](C)C1CC1)N(C=N2)C